C(CCCCC)C1(C2=CC(=CC=C2C=2C=CC(=CC12)C1=C2C=CC=CC2=C(C2=CC=CC=C12)N(C1=CC=C(C=C1)C=C)C1=CC=CC=C1)C1=C2C=CC=CC2=C(C2=CC=CC=C12)N(C1=CC=CC=C1)C1=CC=C(C=C1)C=C)CCCCCC 10,10'-(9,9-dihexyl-9H-fluorene-2,7-diyl)bis(N-phenyl-N-(4-vinylphenyl)anthracene-9-amine)